C12(CC3CC(CC(C1)C3)C2)CCN2CCN(CC2)CCCSC=2C=CC=C3C(N(C(=NC23)C)C2C(NC(CC2)=O)=O)=O 3-(8-((3-(4-(2-((3r,5r,7r)-adamantane-1-yl)ethyl)piperazin-1-yl)propyl)thio)-2-Methyl-4-oxoquinazolin-3(4H)-yl)piperidine-2,6-dione